FC(C(=O)O)(F)F.C(C)(=O)N Acetamide (trifluoroacetate)